1-methyl-7-(1,2,3,4-tetrahydronaphthalen-1-yl)-4H,6H-benzo[e][1,2,4]triazolo[3,4-c][1,4]oxazepine CC1=NN=C2COCC3=C(N21)C=CC=C3C3CCCC2=CC=CC=C32